C1(CC1)C=1N=CC2=CC3=C(C(=C2C1)S(N(COCC[Si](C)(C)C)CC(C)(C)F)(=O)=O)CC(C3)C(=O)OC methyl 3-cyclopropyl-5-[(2-fluoro-2-methyl-propyl)-(2-trimethylsilylethoxymethyl)sulfamoyl]-7,8-dihydro-6H-cyclopenta[g]isoquinoline-7-carboxylate